3-(2-(2-(9-((1-(2,6-dicarbonylpiperidin-3-yl)-3-methyl-2-carbonyl-2,3-dihydro-1H-benzo[d]imidazol-4-yl)amino)-3-azaspiro[5.5]undec-3-yl)ethoxy)-5-(trifluoromethyl)pyridin-3-yl)urea C(=O)=C1NC(CCC1N1C(N(C2=C1C=CC=C2NC2CCC1(CCN(CC1)CCOC1=NC=C(C=C1NC(N)=O)C(F)(F)F)CC2)C)=C=O)=C=O